oxazonane O1NCCCCCCC1